C1(CC1)N1N=CC(=C1)[C@@H]1OCC[C@@H](C1)C1=CC=2C(=NC(=C(N2)C)CC)C(=N1)C1=C(C=C(C=C1)F)F 7-((2R,4S)-2-(1-cyclopropyl-1H-pyrazol-4-yl)tetrahydro-2H-pyran-4-yl)-5-(2,4-difluorophenyl)-3-ethyl-2-methylpyrido[3,4-b]pyrazine